ClC1=CC=C(C=C1)N1N=C(C=C1)OCC(C)N(C(C1=CC=CC=C1)=O)OC N-(1-((1-(4-chlorophenyl)-1H-pyrazol-3-yl)oxy)propan-2-yl)-N-methoxybenzamide